2-(3,4-dichlorophenyl)-1-ethyl-6-[[(6-fluoro-3-pyridyl)amino]methyl]-4-oxo-pyridine-3-carboxylic acid ClC=1C=C(C=CC1Cl)C=1N(C(=CC(C1C(=O)O)=O)CNC=1C=NC(=CC1)F)CC